C(C)O[Si](CCCN=C(C)CCC)(OCC)OCC N-(3-triethoxysilylpropyl)pentane-2-imine